CC1=C(C=C(C=C1)NC(=O)N1C[C@@H](CC1)CC(F)(F)F)C1=CC(=NC(=C1)N[C@@H]1COCCC1)N1CCOCC1 (3S)-N-[4-methyl-3-[2-(morpholin-4-yl)-6-[(3S)-oxan-3-ylamino]pyridin-4-yl]phenyl]-3-(2,2,2-trifluoroethyl)pyrrolidine-1-carboxamide